CC12OCC(C1)(C2)C(=O)ON2C(C1=CC=CC=C1C2=O)=O 1,3-dioxoisoindolin-2-yl 1-methyl-2-oxabicyclo[2.1.1]hexane-4-carboxylate